CC(C)(OC(NCC=1C=C(C=CC1)C(NCC(N[C@H](C(=O)NC1=C(C(=O)O)C=CC=C1)CC(C)C)=O)=O)=O)C 2-{[(6S)-1-[3-(2,2-dimethyl-4-oxo-5-aza-3-oxahex-6-yl)phenyl]-6-(2-methylpropyl)-1,4,7-trioxo-2,5-diazahept-7-yl]amino}benzoic acid